CC(=CCNC1=C2NC=NC2=NC=N1)C 6-(γ,γ-Dimethylallylamino)purine